ClC=1N=C(N2N=C(N=CC21)N[C@H]2[C@@H](CN(CC2)S(=O)(=O)C)F)C2=CC=C(C=C2)Cl (3R,4R)-N-[5-chloro-7-(4-chlorophenyl)imidazo[4,3-f][1,2,4]triazin-2-yl]-3-fluoro-1-methanesulfonylpiperidin-4-amine